Cl.NCC1(CN(C1)C(=O)OC(C)(C)C)C(=O)O 3-(aminomethyl)-1-(tert-butoxycarbonyl)azetidine-3-carboxylic acid hydrochloride salt